FC1=C(C=CC=C1)C=CP(OC)=O methyl (2-fluorophenyl)vinylphosphinate